(2S,4S)-4-methoxy-5-oxopyrrolidin CO[C@H]1CCNC1=O